butyl 4-((4-benzyl-2-(4-(methoxycarbonyl)phenyl)piperazin-1-yl)methyl)-5-methoxy-7-methyl-1H-indole-1-carboxylate C(C1=CC=CC=C1)N1CC(N(CC1)CC1=C2C=CN(C2=C(C=C1OC)C)C(=O)OCCCC)C1=CC=C(C=C1)C(=O)OC